[125I]C=1C=CC(=C(CNC2C(NCCC2)C2=CC=CC=C2)C1)OC(F)(F)F N-(5-(125I)iodo-2-(trifluoromethoxy)benzyl)-2-phenylpiperidin-3-amine